2-(aminomethyl)-2-(hydroxymethyl)-1,3-propanediol NCC(CO)(CO)CO